Cl.CC1=C(C=CC(=C1)C1=NC=NN2C1=CC(=C2)C=2C=NN(C2)C)CN (2-methyl-4-(6-(1-methyl-1H-pyrazol-4-yl)pyrrolo[2,1-f][1,2,4]triazin-4-yl)phenyl)methanamine hydrochloride